1-(2,4-dimethyl-5-nitro-phenyl)-3-prop-2-ynyloxy-pyrrolidin-2-one CC1=C(C=C(C(=C1)C)[N+](=O)[O-])N1C(C(CC1)OCC#C)=O